4-N-methyl-3',5'-di-tert-butyldimethylsilyl-2'-fluoro-2'-deoxycytidine CNC1=NC(N([C@H]2[C@@H]([C@](O)([C@@H](C(O)[Si](C)(C)C(C)(C)C)O2)[Si](C)(C)C(C)(C)C)F)C=C1)=O